N1N=CC=C1COC=1C=C2C=C(N=CC2=CC1)C(=O)OC methyl 6-((1H-pyrazol-5-yl)methoxy)isoquinoline-3-carboxylate